BrC=1C=CC(=C(C(=O)NC2=NC(=CC=C2)C)C1)C(F)(F)F 5-bromo-N-(6-methylpyridin-2-yl)-2-(trifluoromethyl)benzamide